C(C)(C)(C)OC(=O)N1CC(C1)C1=CC=C(C=C1)C1=C(C=CC=C1)C(=O)OC 3-[4-(2-Methoxycarbonylphenyl)phenyl]azetidine-1-carboxylic acid tert-butyl ester